FC1(CC1)C(=O)N1[C@H]([C@H](CCC1)NS(=O)(=O)C)COC1CCN(CC1)C1=C(C=CC=C1)F N-(cis-1-((1-fluorocyclopropyl)carbonyl)-2-(((1-(2-fluorophenyl)piperidin-4-yl)oxy)methyl)piperidin-3-yl)methanesulfonamide